2-(2-(3,4-dimethyl-2,6-dinitrophenoxy)ethoxy)ethan-1-ol CC=1C(=C(OCCOCCO)C(=CC1C)[N+](=O)[O-])[N+](=O)[O-]